ClC1=CC(=NC2=C3N=C(C=CC3=CC=C12)C1CCCCC1)C1CCCCC1 4-chloro-2,9-dicyclohexyl-1,10-phenanthroline